(E)-3-hydroxy-N'-(4-methylpentan-2-ylidene)-2-naphthalic hydrazide OC=1C(=CC2=CC=CC=C2C1)C(=O)N/N=C(\C)/CC(C)C